N=1OC=C2C1C=C(C=C2)C2=CC(=C(N)C=C2Cl)F 4-(benzo[c]isoxazol-6-yl)-5-chloro-2-fluoroaniline